2-[5-Bromo-2-(1,2,3,4-tetrahydro-isoquinolin-6-ylamino)-pyrimidin-4-ylamino]-N-methyl-benzamide BrC=1C(=NC(=NC1)NC=1C=C2CCNCC2=CC1)NC1=C(C(=O)NC)C=CC=C1